ClC1=C(COP2(OCC3=C(O2)C=C(O3)N3C(NC(C(=C3)F)=O)=O)=O)C(=CC=C1)Cl 1-((4AR,6R,7aS)-2-(2,6-dichlorobenzyloxy)-2-oxo-4H-furo[3,2-d][1,3,2]dioxaphosphorin-6-yl)-5-fluoropyrimidine-2,4(1H,3H)-dione